methyl 3-((1-(5-bromo-6-oxo-1-((2-(trimethyl silyl)ethoxy)methyl)-1,6-dihydropyridazin-4-yl)piperidin-2-yl)methoxy)propanoate BrC1=C(C=NN(C1=O)COCC[Si](C)(C)C)N1C(CCCC1)COCCC(=O)OC